ClC1=C(C(=O)OC)C=C(C(=C1)F)[N+](=O)[O-] methyl 2-chloro-4-fluoro-5-nitro-benzoate